5-(3,4-dimethoxyphenyl)-1H-imidazol COC=1C=C(C=CC1OC)C1=CN=CN1